C(=O)(O)C(C#N)CNC=O.[Na] sodium carboxyl-beta-formamidopropionitrile